8-bromo-7-fluoro-2-methoxy-1,5-naphthyridine BrC=1C(=CN=C2C=CC(=NC12)OC)F